octahydrocycloocta[d]pyridazine C1NNCC2C1=CC=CCCC2